FC1(C[C@H](N(C[C@@H]1C)C(C(=O)NC=1C=C(C(=NC1)OC)C(=O)N)=O)C=1C=NC(=CC1)C)F |o1:3,6| rel-5-[[2-[(2S,5S)-4,4-Difluoro-5-methyl-2-(6-methyl-3-pyridyl)-1-piperidyl]-2-oxo-acetyl]amino]-2-methoxy-pyridine-3-carboxamide